tricyclohexylphosphane dichloride [Cl-].[Cl-].C1(CCCCC1)P(C1CCCCC1)C1CCCCC1